N-2-cyanophenyl-3,4-dichloroisothiazol-5-carboxamide C(#N)C1=C(C=CC=C1)NC(=O)C1=C(C(=NS1)Cl)Cl